C(C)(C)(C)OC(N(CC=1SC=CC1)C1=C2C(=NC(=C1)Cl)C(=C(S2)C2C(CCCCC2)[N+](=O)[O-])Br)=O (3-bromo-5-chloro-2-(2-nitrocycloheptyl)thieno[3,2-b]pyridin-7-yl)(thiophen-2-ylmethyl)carbamic acid tert-butyl ester